aminocoumaric acid C1=CC(=CC=C1/C=C(/C(=O)O)\N)O